N1C=NC(=C1)[C@@H](C(=O)N[C@H](C(=O)OC(C)C)CCC(C=[N+]=[N-])=O)OC isopropyl (S)-2-((S)-2-(1H-imidazol-4-yl)-2-methoxyacetamido)-6-diazo-5-oxohexanoate